2,6-Dichloro-4-((triisopropylsilyl)ethynyl)pyridine ClC1=NC(=CC(=C1)C#C[Si](C(C)C)(C(C)C)C(C)C)Cl